The molecule is a picrotoxane sesquiterpenoid that is 3a,4,5,6,7,7a-hexahydro-1H-indene-3,7-dicarboxylic acid which is substituted at positions 3a, 6, and 7a by methyl, isopropenyl, and hydroxy groups, respectively; in which the double bond at position 2-3 has been epoxidised; and in which the carboxy groups at positions 3 and 7 have undergone gamma-lactone formation by O-alkylation to positions 4 and 5, respectively. A component of picrotoxin. It has a role as a plant metabolite, a GABA antagonist and a serotonergic antagonist. It is an organic heteropentacyclic compound, an epoxide, a tertiary alcohol, a gamma-lactone and a picrotoxane sesquiterpenoid. CC(=C)[C@@H]1[C@@H]2[C@@H]3[C@@]4([C@]([C@H]1C(=O)O2)(C[C@@H]5[C@]4(O5)C(=O)O3)O)C